C(C)(=O)ON=C(C=CC(=O)[O-])C1=CC=CC=C1 4-(acetoxyimino)-4-phenylbut-2-enoate